(3-(3-((4-methyl-4H-1,2,4-triazol-3-yl)methyl)oxetan-3-yl)phenyl)spiro[pyrido[3,2-b][1,4]oxazine-2,3'-pyrrolidine]-4(3H)-carboxamide CN1C(=NN=C1)CC1(COC1)C=1C=C(C=CC1)N1CC2(CC1)CN(C1=C(O2)C=CC=N1)C(=O)N